2-(4-(5-Methylpyridin-2-yl)phenyl)-N-(5-methylthiazol-2-yl)acetamide CC=1C=CC(=NC1)C1=CC=C(C=C1)CC(=O)NC=1SC(=CN1)C